FC(F)(F)C=1C=CC=2NC(C3N(C2N1)CCNC3)=O (trifluoromethyl)-7,8,9,10-tetrahydro-5H-pyrazino[1,2-a]pyrido[3,2-e]pyrazin-6(6aH)-one